C1(=CC=C(C=C1)O)C p-Toluol